tetrakis-(1,2,2,6,6-pentamethyl-4-piperidyl)-1,2,3,4-butane-tetracarboxylate CN1C(CC(CC1(C)C)OC(=O)CC(C(CC(=O)OC1CC(N(C(C1)(C)C)C)(C)C)C(=O)OC1CC(N(C(C1)(C)C)C)(C)C)C(=O)OC1CC(N(C(C1)(C)C)C)(C)C)(C)C